(S)-methyl 2-(3-(2-(azetidin-1-yl) ethyl)-5-methyl-6-oxopyridazin-1(6H)-yl)-4-methylpentanoate N1(CCC1)CCC1=NN(C(C(=C1)C)=O)[C@H](C(=O)OC)CC(C)C